L-5-Hydroxytryptophan OC1=CC=C2NC=C(C[C@H](N)C(=O)O)C2=C1